tert-butyl 4-[4-[3-[[2-chloro-6-[3-[2-[1-(trifluoromethyl)cyclopropyl] ethoxy]pyrazol-1-yl]pyridine-3-carbonyl]sulfamoyl]phenyl]butyl]-2,2-dimethyl-pyrrolidine-1-carboxylate ClC1=NC(=CC=C1C(=O)NS(=O)(=O)C=1C=C(C=CC1)CCCCC1CC(N(C1)C(=O)OC(C)(C)C)(C)C)N1N=C(C=C1)OCCC1(CC1)C(F)(F)F